3-methyl-1,2-benzisothiazole 1,1-dioxide CC1=NS(C2=C1C=CC=C2)(=O)=O